5-(4-chlorophenoxy)-1-(4-(4-fluorobenzyl)piperazin-1-yl)-2,2-dimethylpentan-1-one ClC1=CC=C(OCCCC(C(=O)N2CCN(CC2)CC2=CC=C(C=C2)F)(C)C)C=C1